2-[[5-fluoro-2-methyl-7-(4,4,5,5-tetramethyl-1,3,2-dioxaborolan-2-yl)benzimidazol-1-yl]methyl]-1,4-oxazepane FC1=CC2=C(N(C(=N2)C)CC2OCCCNC2)C(=C1)B1OC(C(O1)(C)C)(C)C